FC(C=1C(=C(C=CC1)[C@@H](C)NC=1C2=C(N=C(N1)C)OC(C(=C2C)NC(=O)C2CC2)=O)F)F (R)-N-(4-((1-(3-(difluoromethyl)-2-fluorophenyl)ethyl)amino)-2,5-dimethyl-7-oxo-7H-pyrano[2,3-d]pyrimidin-6-yl)cyclopropanecarboxamide